FC1=C(C=CC(=C1C)NC1=NC(=CC=C1[N+](=O)[O-])C1=CC=CC=C1)NC(OC(C)(C)C)=O tert-butyl (2-fluoro-3-methyl-4-((3-nitro-6-phenylpyridin-2-yl)amino)phenyl)carbamate